(R)-N-(1-(4-methoxyphenyl)ethyl)-N-(3-(4-methylpiperazin-1-yl)propyl)-3,3-diphenylprop-2-en-1-amine COC1=CC=C(C=C1)[C@@H](C)N(CC=C(C1=CC=CC=C1)C1=CC=CC=C1)CCCN1CCN(CC1)C